C1(CC1)COC=1C=C(C=CC1OC)\C(=C/N1C(=CC(C=C1C)=O)C)\C1=CC=CC=C1 (Z)-1-(2-(3-Cyclopropylmethoxy-4-methoxyphenyl)-2-phenylethenyl)-2,6-dimethylpyridin-4(1H)-one